C1(CC1)S(=O)(=O)N1N=CC(=C1)C1=NC=CC(=N1)NC1=CC(=C(C=N1)C1=NC=C(C=C1)CC(F)(F)F)NC1CCC(CC1)CN(C)C N6'-(2-(1-(Cyclopropylsulfonyl)-1H-pyrazol-4-yl)pyrimidin-4-yl)-N4'-((1s,4s)-4-((dimethylamino)methyl)cyclohexyl)-5-(2,2,2-trifluoroethyl)-[2,3'-bipyridine]-4',6'-diamine